C(C)N1CC=2NN=C(C2C1)C(=O)N1CCC(CC1)C1=C(C=CC=C1)C(F)(F)F (5-ethyl-1,4,5,6-tetrahydropyrrolo[3,4-c]pyrazol-3-yl)(4-(2-(trifluoromethyl)phenyl)piperidin-1-yl)methanone